C(C)OC=1C(C(OC1C)C)=O 4-ethoxy-2,5-dimethyl-3(2H)-furanone